2-Methyl-3-(1-((4-methyl-7-(methylamino)-6-(piperidine-1-carbonyl)phthalazin-1-yl)amino)ethyl)benzonitrile CC1=C(C#N)C=CC=C1C(C)NC1=NN=C(C2=CC(=C(C=C12)NC)C(=O)N1CCCCC1)C